3-(methyl(4-(5-(trifluoromethyl)-1,2,4-oxadiazol-3-yl)benzyl)amino)-4-(((1-methyl-1H-pyrazol-4-yl)methyl)amino)cyclobut-3-ene-1,2-dione CN(C=1C(C(C1NCC=1C=NN(C1)C)=O)=O)CC1=CC=C(C=C1)C1=NOC(=N1)C(F)(F)F